PENTYLCYCLOPENTANEACETATE C(CCCC)OC(CC1CCCC1)=O